1-(5-fluoro-2-(methylamino)phenyl)ethan-1-one FC=1C=CC(=C(C1)C(C)=O)NC